S(=O)(=O)(ON1[C@@H]2CC[C@H](N(C1=O)C2)C(NCC2CCOCC2)=N)O (2S,5R)-7-oxo-2-(N-((tetrahydro-2H-pyran-4-yl) methyl) carbamimidoyl)-1,6-diazabicyclo[3.2.1]octan-6-yl hydrogen sulfate